N1C(=CC=2C=NC=CC21)CNC(CN2C(=NC=C(C2=O)NC(=O)C2=NNC(=N2)C2=CC=CC=C2)C2=CC=CC=C2)=O N-(1-(2-(((1H-pyrrolo[3,2-c]pyridin-2-yl)methyl)amino)-2-oxoethyl)-6-oxo-2-phenyl-1,6-dihydropyrimidin-5-yl)-5-phenyl-1H-1,2,4-triazole-3-carboxamide